C(C)(C)[C@H]1[C@@H](C[C@@H](CC1)C)OC(CCC1=CC=C(C=C1)C(C(=O)O)=O)=O 4-(3-(((1R,2S,5R)-2-isopropyl-5-methylcyclohexyl)oxy)-3-oxopropyl)phenylglyoxylic acid